C1(CC1)C1=C(C(=NO1)C1=C(C=NC=C1Cl)Cl)COC12CCC(CC1)(CC2)C#CC2=CC=CN=N2 6-((4-((5-Cyclopropyl-3-(3,5-dichloropyridin-4-yl)isoxazol-4-yl)methoxy)bicyclo[2.2.2]octan-1-yl)ethynyl)pyridazin